(R)-4-(5-(2-oxo-3-(pyrrolidin-3-yl)-2,3-dihydro-1H-imidazo[4,5-b]pyridin-1-yl)pyridin-2-yl)benzoic acid methyl ester hydrochloride Cl.COC(C1=CC=C(C=C1)C1=NC=C(C=C1)N1C(N(C2=NC=CC=C21)[C@H]2CNCC2)=O)=O